CCCCC/C=C\C/C=C\C/C=C\C/C=C\CCCC(=O)N[C@@H](CO)C(=O)O N-arachidonoyl-L-serine